1-(4-(cyano(4-(trifluoromethyl)phenyl)methylene)piperidine-1-carbonyl)-3-methyl-1H-imidazol-3-ium iodide [I-].C(#N)C(=C1CCN(CC1)C(=O)N1C=[N+](C=C1)C)C1=CC=C(C=C1)C(F)(F)F